2-chloro-N-(5-chloro-6-((prop-2-yn-1-yloxy)carbamoyl)pyridin-3-yl)-8,9-dihydropyrazolo[1,5-a]pyrido[2,3-e]pyrimidine-6(7H)-carboxamide ClC1=NN2C(N=CC3=C2CCCN3C(=O)NC=3C=NC(=C(C3)Cl)C(NOCC#C)=O)=C1